C(C)(=O)N(C(=O)C1CCN(CCC1)C(=O)OCC1=CC=CC=C1)C benzyl 4-(acetyl(methyl)carbamoyl)azepane-1-carboxylate